(R)-4-amino-N,N-dimethylpentanamide N[C@@H](CCC(=O)N(C)C)C